C1=C(C=CC2=CC=CC=C12)C1=NN(C=C1/C=C/C(=O)N[C@@H](CCC(=O)O)C(=O)O)C1=CC=CC=C1 (E)-(3-(3-(naphthalen-2-yl)-1-phenyl-1H-pyrazol-4-yl)acryloyl)-L-glutamic acid